ClC=1C=NC(=C(C(=O)NC2CCC(CC2)CN2C(N(C3=C2C=CC=C3)C=3C=C2CN(CC2=CC3)S(=O)(=O)C3=C(C=CC=C3)[N+](=O)[O-])=O)C1)C 5-chloro-2-methyl-N-((1r,4r)-4-((3-(2-((2-nitrophenyl)sulfonyl)isoindolin-5-yl)-2-oxo-2,3-dihydro-1H-benzo[d]imidazol-1-yl)methyl)cyclohexyl)nicotinamide